C(C)(C)(C)OC(=O)N1CCN(CC1)C1=CC=C(C=C1)CN 4-(4-(aminomethyl)phenyl)piperazine-1-carboxylic acid tert-butyl ester